NCC1=CC=C(C(=N1)N)OC 6-(aminomethyl)-3-methoxypyridin-2-amine